ClC=1C=C(C=CC1F)[C@@H](C(F)(F)F)N(S(=O)(=O)C=1C=NC=C(C1)C#N)CC (S)-N-(1-(3-chloro-4-fluorophenyl)-2,2,2-trifluoroethyl)-5-cyano-N-ethylpyridine-3-sulfonamide